2-hydroxy-N-((5-(2-((2-methyl-6-(trifluoromethyl)quinazolin-4-yl)thio)acetyl)thiophen-2-yl)methyl)acetamide OCC(=O)NCC=1SC(=CC1)C(CSC1=NC(=NC2=CC=C(C=C12)C(F)(F)F)C)=O